5-[(1-methyl-1H-pyrazol-3-yl)sulfonylamino]-1,3-thiazole-4-carboxylic acid CN1N=C(C=C1)S(=O)(=O)NC1=C(N=CS1)C(=O)O